7-bromo-6-methoxy-2-isopropyl-1H-pyrrolo[3,2-c]pyridine BrC=1C2=C(C=NC1OC)C=C(N2)C(C)C